N1=CN=C(C2=C1NC=C2)C=2C=C1CCN(CC1=CC2)S(=O)(=O)NC(OC(C)(C)C)=O tert-butyl ((6-(7H-pyrrolo[2,3-d]pyrimidin-4-yl)-3,4-dihydroisoquinolin-2(1H)-yl)sulfonyl)carbamate